2-chloro-5-{[(cyclopropylsulfonyl)amino]methyl}-N-{1-[6-(trifluoromethyl)pyridin-3-yl]-1H-indazol-4-yl}benzamide ClC1=C(C(=O)NC2=C3C=NN(C3=CC=C2)C=2C=NC(=CC2)C(F)(F)F)C=C(C=C1)CNS(=O)(=O)C1CC1